Nonane-9-carboxylic acid tert-butyl ester C(C)(C)(C)OC(=O)CCCCCCCCC